6-dibromomethyl-nicotinic acid methyl ester COC(C1=CN=C(C=C1)C(Br)Br)=O